CC1(CC1)OC=1C=C2C(=NN(C2=CC1)COCC[Si](C)(C)C)C1=NC=CC(=C1)N1CCC(CC1)CN1CCN(CC1)C(=O)OC(C)(C)C tert-butyl 4-[[1-[2-[5-(1-methylcyclopropoxy)-1-(2-trimethylsilylethoxymethyl)indazol-3-yl]-4-pyridyl]-4-piperidyl]methyl]piperazine-1-carboxylate